tert-butyl 3-{5-[(tetrahydro-1H-pyrrolizin-7a(5H)-yl)methoxy][1,3]thiazolo[5,4-d]pyrimidin-7-yl}-3,8-diazabicyclo[3.2.1]octane-8-carboxylate C1CCN2CCCC12COC=1N=C(C2=C(N1)SC=N2)N2CC1CCC(C2)N1C(=O)OC(C)(C)C